C(C)(C)(C)OC(COCCOC1=C(C=C(C=C1)C1=CC=C(C=C1)C1=N[C@H](C=2N(C3=C1C(=C(S3)C)C)C(=NN2)C)CC(=O)OC)C#N)=O methyl [(6S)-4-{4'-[2-(2-t-butoxy-2-oxoethoxy)ethoxy]-3'-cyano[1,1'-biphenyl]-4-yl}-2,3,9-trimethyl-6H-thieno[3,2-f][1,2,4]triazolo[4,3-a][1,4]diazepin-6-yl]acetate